1-(6,7-dihydro-5H-benzo[2,3]oxepino[4,5-c]pyridazin-3-yl)-N3-(4-(4-pyrrolidin-1-ylpiperidinyl)phenyl)-1H-1,2,4-triazole-3,5-diamine N1=NC(=CC2=C1C1=C(OCC2)C=CC=C1)N1N=C(N=C1N)NC1=CC=C(C=C1)N1CCC(CC1)N1CCCC1